ClC1=C2C(CCOC2=C(C=C1)S(=O)(=O)N[C@@H]([C@H](C)C1=C(C(=CC=C1F)Cl)C)C=1OC(NN1)=O)(C([2H])([2H])[2H])O 5-Chloro-N-((1S,2R)-2-(3-chloro-6-fluoro-2-methylphenyl)-1-(5-oxo-4,5-dihydro-1,3,4-oxadiazol-2-yl)propyl)-4-hydroxy-4-methyl-d3-chroman-8-sulfonamide